1-acetyl-4-[4-[[2-(2,4-dichlorophenyl)-2-(1H-imidazol-1-ylmethyl)-1,3-dioxolan-4-yl]methoxyl]phenyl]piperazine C(C)(=O)N1CCN(CC1)C1=CC=C(C=C1)OCC1OC(OC1)(CN1C=NC=C1)C1=C(C=C(C=C1)Cl)Cl